(R)-HEXAHYDRO-1H-AZEPINE-2-CARBOXYLIC ACID N1[C@H](CCCCC1)C(=O)O